O[C@H](CC[C@@H](C)[C@H]1CC[C@H]2[C@@H]3CC[C@H]4C[C@](CC[C@@]4(C3=CC[C@]12C)C)(O)C)C(C)C (3S,5S,8S,10S,13R,14S,17R)-17-((2R,5R)-5-hydroxy-6-methylheptan-2-yl)-3,10,13-trimethyl-2,3,4,5,6,7,8,10,12,13,14,15,16,17-tetradecahydro-1H-cyclopenta[a]phenanthren-3-ol